BrC=1C(N(C(=CC1OCC1=C(C=C(C=C1)F)F)C)CC1=CC=C(C=C1)S(=O)(=O)N(C)C)=O 4-{[3-bromo-4-[(2,4-difluorobenzyl)oxy]-6-methyl-2-oxopyridin-1(2H)-yl]methyl}-N,N-dimethylbenzenesulfonamide